CSC1=C(C2=CC=CC=C2C=C1)Br methylthio-1-bromonaphthalene